adamantanesulfonyl chloride C12(CC3CC(CC(C1)C3)C2)S(=O)(=O)Cl